N1N=CC(=C1)C1=CC=C(C=C1)NC1=NC(=NC=C1F)C1=CC=C2CCN(CC2=C1)C(=O)C1CCC(CC1)(F)F (7-(4-((4-(1H-pyrazol-4-yl)phenyl)amino)-5-fluoropyrimidin-2-yl)-3,4-dihydroisoquinolin-2(1H)-yl)(4,4-difluorocyclohexyl)methanone